N1(C=NC=C1)C1=NC(=CC(=N1)C(=O)NC1CCC(CC1)N[C@H](C(F)(F)F)C)C 2-(1H-imidazol-1-yl)-6-methyl-N-((1S,4r)-4-(((S)-1,1,1-trifluoropropan-2-yl)amino)cyclohexyl)pyrimidine-4-carboxamide